4-(2,4-difluoro-benzoyl)-thiazol FC1=C(C(=O)C=2N=CSC2)C=CC(=C1)F